2-[4-[4-[2-[[3-chloro-4-[4-(1,1-dimethylpiperidin-1-ium-4-carbonyl)piperazine-1-carbonyl]phenyl]carbamoyl]-3-methyl-imidazol-4-yl]phenyl]-3-methyl-pyrazol-1-yl]acetic acid ClC=1C=C(C=CC1C(=O)N1CCN(CC1)C(=O)C1CC[N+](CC1)(C)C)NC(=O)C1=NC=C(N1C)C1=CC=C(C=C1)C=1C(=NN(C1)CC(=O)O)C